N1=CC(=CC=C1)C1=CC=C(C[N+]2=NOC(=C2)[N-]C(NC2=CC(=CC=C2)C(F)(F)F)=O)C=C1 (3-(4-(pyridin-3-yl)benzyl)-1,2,3-oxadiazol-3-ium-5-yl)((3-(trifluoromethyl)phenyl)carbamoyl)amide